C(C)(C)(C)N1N=CC2=C(C(=CC=C12)NC(=O)C1=NN(C(C=C1)=O)C1=C(C=CC=C1F)F)N1CC2(CC2)[C@H](C1)NC([O-])=O [(7R)-5-[1-tert-butyl-5-[[1-(2,6-difluorophenyl)-6-oxo-pyridazine-3-carbonyl] amino] indazol-4-yl]-5-azaspiro[2.4]heptan-7-yl]carbamate